tert-butyl 3-bicyclo[2.2.1]hept-5-en-2-yl-3-hydroxy-propionate C12C(CC(C=C1)C2)C(CC(=O)OC(C)(C)C)O